BrC1=NC2=CC=C(C=C2C=N1)Br 2,6-dibromoquinazoline